4-nitrophenyl cyclopentyl(methyl)carbamate C1(CCCC1)N(C(OC1=CC=C(C=C1)[N+](=O)[O-])=O)C